5-(2-(((3R,4R)-3-fluoro-1-((1-methyl-1H-imidazol-4-yl)sulfonyl)piperidin-4-yl)amino)-5-(trifluoromethyl)pyrimidin-4-yl)-2-(2-hydroxy-2-methylpropyl)thiophene-3-carboxamide F[C@@H]1CN(CC[C@H]1NC1=NC=C(C(=N1)C1=CC(=C(S1)CC(C)(C)O)C(=O)N)C(F)(F)F)S(=O)(=O)C=1N=CN(C1)C